C(C)(C)(C)C1=C(C=2CC3=CC(=CC=C3C2C=C1)C(C)(C)C)[Hf] (2,7-di-t-butylfluorenyl)hafnium